1-(3-methoxy-4-nitrophenyl)-N,N-dimethylpiperidin-4-amine CN(C)C1CCN(CC1)C2=CC(=C(C=C2)[N+](=O)[O-])OC